ISOPROPYLPURINE C(C)(C)C1=NC=C2NC=NC2=N1